C(=C)C=1C=CC2=C(N=C3N2C=CC(=C3)N3CC(C3)O)C1 1-(7-Vinylbenzo[4,5]imidazo[1,2-a]pyridin-3-yl)azetidin-3-ol